FC=1C=C(C=C(C1)C=1C=C2C(=CN1)NN=C2C2=CC=C(C=C2)N2CCN(CC2)C)C2(CC2)CN 1-[1-(3-Fluoro-5-{3-[4-(4-methylpiperazin-1-yl)phenyl]-1H-pyrazolo[3,4-c]pyridin-5-yl}phenyl)cyclopropyl]methanamine